CC1(CCC(CC1)NC(=O)C1=CC=2C(=NC=CC2OC)N1)C N-(4,4-dimethylcyclohexyl)-4-methoxy-1H-pyrrolo[2,3-b]pyridine-2-carboxamide